C(#N)C(C#N)=C1C(C2=CC=CC=C2C1)=O (Dicyanomethylene)inden-1-one